carbonylpyrrolidine-3-carboxylic acid C(=O)=C1NCCC1C(=O)O